BrCCCCCCO[Si](OC(OCCC(CCCC(CCCC(CCCC(C)C)C)C)C)CCCCCCC\C=C/CCCCCCCC)(C)C (Z)-1-bromo-10-(heptadec-8-en-1-yl)-8,8,14,18,22,26-hexamethyl-7,9,11-trioxa-8-silaheptacosane